FC(S(=O)(=O)[O-])(F)F.C1=C(C=CC2=CC=CC=C12)C(=O)C[S+]1CCCC1 1-(2-naphthoyl-methyl)thiolanium trifluoromethanesulfonate